FC1=CC=C(C=C1)[C@H](C(=O)NC1=NC=CC(=C1)C1=C(C=2C(N(C=C(C2N1)CC(F)(F)F)C)=O)C1=CC=C(C=C1)F)C (2R)-2-(4-fluorophenyl)-N-{4-[3-(4-fluorophenyl)-5-methyl-4-oxo-7-(2,2,2-trifluoroethyl)-4,5-dihydro-1H-pyrrolo[3,2-c]pyridin-2-yl]pyridin-2-yl}propanamide